C(CCCCC)(=O)OCCCCCCCCCN(CCCCC(=O)OC(CCCCCCCCC)CCCCCCCCC)CCCNC1=C(C(C1=O)=O)NC 9-[(3-{[2-(methylamino)-3,4-dioxocyclobut-1-en-1-yl]amino}propyl)[5-(nonadecan-10-yloxy)-5-oxopentyl]amino]nonyl hexanoate